7-amino-3-(cyclopropylmethyl)-2-methyl-5-(methylsulfonyl)pyrazolo[1,5-a]pyrimidine-6-carbonitrile NC1=C(C(=NC=2N1N=C(C2CC2CC2)C)S(=O)(=O)C)C#N